NC1=NC(N(C=C1)CC1C(C1)(F)F)=O 4-amino-1-[(2,2-difluorocyclopropyl)methyl]pyrimidin-2-one